The molecule is an organic potassium salt of torvanol A hydrogen sulfate. Isolated from the fruits of Solanum torvum, it exhibits antiviral activity against herpes simplex virus type 1. It has a role as an anti-HSV-1 agent and a plant metabolite. It contains a torvanol A(1-). COC1=CC2=C(C=C1)OC[C@H]([C@@H]2OS(=O)(=O)[O-])C3=C(C(=CC(=C3)/C=C/C(=O)O)OC)O.[K+]